6-(4-((4-(1H-pyrazol-4-yl)phenyl)amino)pyrimidin-2-yl)-N-(2-cyanoethyl)-N-methyl-1H-indole-2-carboxamide N1N=CC(=C1)C1=CC=C(C=C1)NC1=NC(=NC=C1)C1=CC=C2C=C(NC2=C1)C(=O)N(C)CCC#N